O(C1=CC=CC=C1)C=1C=NC=CC1NS(=O)(=O)CC N-(3-phenoxy-4-pyridinyl)ethanesulfonamide